2-(4-Iodo-5-methyl-1H-pyrazol-1-yl)-2-methyl-N-(2-(prop-1-yn-1-yl)-4-(trifluoromethyl)phenyl)propanamide IC=1C=NN(C1C)C(C(=O)NC1=C(C=C(C=C1)C(F)(F)F)C#CC)(C)C